Oxetan-3-yl (E)-2-cyano-3-(1-(2-(trifluoromethyl)benzyl)-1H-pyrrolo[2,3-b]pyridin-3-yl)acrylate C(#N)/C(/C(=O)OC1COC1)=C\C1=CN(C2=NC=CC=C21)CC2=C(C=CC=C2)C(F)(F)F